CN(C=1C=CC=2N(N1)C(=CN2)C2=CC=CC=C2)C N,N-dimethyl-3-phenylimidazo[1,2-b]pyridazin-6-amine